OCNCCCC(=O)O N-hydroxyMethyl-4-aminobutyric acid